(+-)-3-(2-methyl-2-phenethyl-1,3-dioxan-4-yl)-1-phenylpropan-1-one CC1(OCCC(O1)CCC(=O)C1=CC=CC=C1)CCC1=CC=CC=C1